FC1(C(N(C2=C(O1)C=C(C(=C2)C2=C(C(=C(C(=C2F)F)F)F)F)C)CC(=O)OC)=O)F methyl 2-(2,2-difluoro-7-methyl-3-oxo-6-(perfluorophenyl)-2,3-dihydro-4H-benzo[b][1,4]oxazin-4-yl)acetate